CC(CCC(=O)O)(C)C 4,4-dimethyl-valeric acid